3-ethyl-2,4-dimethyl-pyrrole C(C)C1=C(NC=C1C)C